N-(4-carboxy-1-butyl)-N'-Ethylbipyridine C(=O)(O)CCCCN1C(C=CC=C1)=C1N(C=CC=C1)CC